C(C)(C)(C)OC(=O)N1CCN(C2=CC=CC(=C12)C)C1=CC2=C(N=C(N=C2)NC=2C=C3N(CCN(C3)C)C2)N(C1=O)C 8-methyl-4-[8-methyl-2-[(2-methyl-3,4-dihydro-1H-pyrrolo[1,2-a]pyrazin-7-yl)amino]-7-oxo-pyrido[2,3-d]pyrimidin-6-yl]-2,3-dihydroquinoxaline-1-carboxylic acid tert-butyl ester